(S)-N-(7-chloro-6-(4-((3R,4R)-4-hydroxy-3-methyltetrahydrofuran-3-yl)piperazin-1-yl)isoquinolin-3-yl)-7-oxaspiro[3.5]nonane-1-carboxamide ClC1=C(C=C2C=C(N=CC2=C1)NC(=O)[C@H]1CCC12CCOCC2)N2CCN(CC2)[C@@]2(COC[C@@H]2O)C